3-bromo-4-(1-methylpyrazol-3-yl)oxy-pyridine BrC=1C=NC=CC1OC1=NN(C=C1)C